ethyl 5H,6H,7H,8H-[1,2,4]triazolo[1,5-a]pyridine-7-carboxylate N=1C=NN2C1CC(CC2)C(=O)OCC